2-(1-((6-(5-((((1-cyclobutylethyl)(methyl)carbamoyl)oxy)methyl)-1-methyl-1H-1,2,3-triazol-4-yl)-2-methylpyridin-3-yl)ethynyl)cyclopropyl)acetic acid C1(CCC1)C(C)N(C(=O)OCC1=C(N=NN1C)C1=CC=C(C(=N1)C)C#CC1(CC1)CC(=O)O)C